6-(1,1-dimethylethoxy)hexylamine CC(C)(OCCCCCCN)C